ethyl (S)-3-(3-(4-hydroxy-1-methyl-2-oxo-1,2-dihydropyridin-3-yl)ureido)-3-(3-(3-(trifluoro methyl)benzyl)phenyl)propanoate OC1=C(C(N(C=C1)C)=O)NC(N[C@@H](CC(=O)OCC)C1=CC(=CC=C1)CC1=CC(=CC=C1)C(F)(F)F)=O